methyl 4-(3-(tert-butoxycarbonylamino)cyclobutylamino)-6-chloropyridazine-3-carboxylate C(C)(C)(C)OC(=O)NC1CC(C1)NC1=C(N=NC(=C1)Cl)C(=O)OC